methyl 3-((2-((2S)-1-amino-2-(4-fluorophenyl)butyl)imidazo[1,2-b]pyridazin-6-yl)methyl)-5,5-difluoro-2-oxopiperidine-3-carboxylate NC([C@@H](CC)C1=CC=C(C=C1)F)C=1N=C2N(N=C(C=C2)CC2(C(NCC(C2)(F)F)=O)C(=O)OC)C1